ClC1=CC=C(CC2=NC=CC(=N2)O[C@@H]2CC[C@H](CC2)CC(=O)O)C=C1 2-(trans-4-((2-(4-chlorobenzyl)pyrimidin-4-yl)oxy)cyclohexyl)acetic acid